COC1=CC=C(CN(S(=O)(=O)[C@@H](CCC)[C@H](CC=C)C)CC2=CC=C(C=C2)OC)C=C1 (4S,5S)-N,N-BIS(4-METHOXYBENZYL)-5-METHYL-7-OCTENE-4-SULFONAMIDE